C(C)OC(COC1=NC=CC(=C1)N1C2CN(CC1CC2)C(=O)OCC2=CC=CC=C2)OCC benzyl 8-[2-(2,2-diethoxyethoxy)-4-pyridyl]-3,8-diazabicyclo[3.2.1]octane-3-carboxylate